CN1C(=NN=C1)S[C@@H](C)C1=CC(=NC=C1)NC(OCCCC)=O butyl (S)-(4-(1-((4-methyl-4H-1,2,4-triazol-3-yl)thio)ethyl)pyridin-2-yl)carbamate